N-((1r,4r)-4-aminocyclohexyl)-4-(3-(3-chloro-4-methylphenoxy)-5-methylphenyl)-6-methyl-7-oxo-6,7-dihydro-1H-pyrrolo[2,3-c]pyridine-2-carboxamide NC1CCC(CC1)NC(=O)C1=CC2=C(C(N(C=C2C2=CC(=CC(=C2)C)OC2=CC(=C(C=C2)C)Cl)C)=O)N1